FC=1C(=NC=C(C1)F)C1=CC(=CN1C)C(=O)NC1=CC(=CC=C1)NS(=O)(=O)C 5-(3,5-difluoropyridin-2-yl)-1-methyl-N-(3-(methylsulfonamido)phenyl)-1H-pyrrole-3-carboxamide